diethyl [[3,5-bis(1,1-dimethylethyl)-4-hydroxyphenyl]methyl] phosphate P(=O)(OCC)(OCC)OCC1=CC(=C(C(=C1)C(C)(C)C)O)C(C)(C)C